C(C)(C)C1=NC(=NO1)C=1C=C2CC[C@@H](C2=CC1)C(=O)NC1=CC(=NC=C1)C (S)-5-(5-Isopropyl-1,2,4-oxadiazol-3-yl)-N-(2-methylpyridin-4-yl)-2,3-dihydro-1H-inden-1-carboxamid